tert-butyl (R)-2-((R)-7-(2,4-difluoro-6-(2-methoxyethoxy)phenyl)-4-hydroxythieno[3,2-c]pyridin-6-yl)-4-methyl-6,7-dihydropyrazolo[1,5-a]pyrazine-5(4H)-carboxylate FC1=C(C(=CC(=C1)F)OCCOC)C=1C2=C(C(=NC1C1=NN3C([C@H](N(CC3)C(=O)OC(C)(C)C)C)=C1)O)C=CS2